OC1=CC=C(C=C1)/C=C/C(=O)C1=CC=C(C#N)C=C1 4-[(E)-3-(4-Hydroxyphenyl)prop-2-enoyl]benzonitrile